Tert-Butyl cis-2-((2-bromo-1,3-thiazol-4-yl)methyl)-3-((ethylsulfonyl)amino)pyrrolidine-1-carboxylate BrC=1SC=C(N1)C[C@@H]1N(CC[C@@H]1NS(=O)(=O)CC)C(=O)OC(C)(C)C